tert-butyl 3-[[4-[4-[(2,6-dioxo-3-piperidinyl) amino] phenyl]-3,3-difluoro-1-piperidinyl] methyl]-5,7-dihydro-4H-thieno[2,3-c]pyridine-6-carboxylate O=C1NC(CCC1NC1=CC=C(C=C1)C1C(CN(CC1)CC1=CSC=2CN(CCC21)C(=O)OC(C)(C)C)(F)F)=O